C[C@@H]1N(C2=CC=CC=C2[C@@H](C1)N(C(OCC1=CC=C(C=C1)NC([C@H](C)NC(=O)OC(C)(C)C)=O)=O)C1=CC=C(C=C1)NC(=O)OCC[Si](C)(C)C)C(CC)=O 4-((S)-2-((tert-butoxycarbonyl)amino)propanamido)benzyl ((2S,4R)-2-Methyl-1-propionyl-1,2,3,4-tetrahydroquinolin-4-yl)(4-(((2-(trimethylsilyl)ethoxy)carbonyl)amino)phenyl)carbamate